norbornene di-isocyanate [N-]=C=O.[N-]=C=O.C12C=CC(CC1)C2